tert-Butyl (2S,4R)-4-fluoro-2-((6-(pentyloxy)pyridin-2-yl)carbamoyl)pyrrolidine-1-carboxylate F[C@@H]1C[C@H](N(C1)C(=O)OC(C)(C)C)C(NC1=NC(=CC=C1)OCCCCC)=O